ClC=1C=2C(N=C3N(C2C=CC1)C1=CC(=CC=C1C31CCCCC1)C1CCN(CC1)C1CCC(CC1)CC(=O)O)=O 2-(4-(4-(4'-chloro-5'-oxo-5'H-spiro[cyclohexane-1,7'-indolo[1,2-a]quinazolin]-10'-yl)piperidin-1-yl)cyclohexyl)acetic acid